Cl.C1OCC2=CC(=CC=C12)C=1C(=CC(N(C1)C)=O)C=1C2=C(C(N(C1)C)=O)NC(=C2)C2=CC(=NC(=C2)C)C 4-(5-(1,3-dihydroisobenzofuran-5-yl)-1-methyl-2-oxo-1,2-dihydropyridin-4-yl)-2-(2,6-dimethylpyridin-4-yl)-6-methyl-1,6-dihydro-7H-pyrrolo[2,3-c]pyridin-7-one hydrochloride